C=1(C(=CC=CC1)C(=O)NC1=CC=C(C(=O)N2C3=C(C4=C(CC2)C=C(S4)C(=O)NC4CC4)C=CC=C3)C=C1)C1=CC=CC=C1 6-(4-([1,1'-biphenyl]-2-carboxamido)benzoyl)-N-cyclopropyl-5,6-dihydro-4H-benzo[b]thieno[2,3-d]azepine-2-carboxamide